alpha-(4-oximino-2,5-cyclohexadien-1-ylidene)benzyl cyanide N(O)=C1C=CC(C=C1)=C(C1=CC=CC=C1)C#N